FC(C(=CC(CCCCCCCC)F)OCC(OCCCCC)C(F)(F)F)(F)F 2,5-bis(trifluoromethyl)-3,6-dioxaundecenyl-nonanyl fluoride